tert-Butyl (6-(2-bromo-3-(2-chlorophenyl)propanamido)-4-((tert-butyldiphenylsilyl)oxy) benzo[d]thiazol-2-yl)carbamate BrC(C(=O)NC1=CC2=C(N=C(S2)NC(OC(C)(C)C)=O)C(=C1)O[Si](C1=CC=CC=C1)(C1=CC=CC=C1)C(C)(C)C)CC1=C(C=CC=C1)Cl